C(CCCCCCCCC=C)S(=O)(=O)[O-].[Na+] sodium undec-10-enesulfonate